C(C)NCC1=C(C=C(C=C1)OCCCCCCCCCCCCCCCCCCCCCC)OCCCCCCCCCCCCCCCCCCCCCC N-ethyl-2,4-bis(behenyl-oxy)benzylamine